Tin indium oxide [O-2].[In+3].[Sn+4]